(R)-1-(dibenzo[b,d]furan-2-yl)ethan-1-amine C1=C(C=CC=2OC3=C(C21)C=CC=C3)[C@@H](C)N